C(CCC)OC1=C(O[C@@H]2[C@@](CN(C2)S(=O)(=O)C2=C(C#N)C=C(C=C2)C(F)(F)F)(CO)O)C=CC(=C1)C#N 2-(((3r,4s)-4-(2-butoxy-4-cyanophenoxy)-3-hydroxy-3-(hydroxymethyl)pyrrolidin-1-yl)sulfonyl)-5-(trifluoromethyl)benzonitrile